NC=1N=C(NC(C1CN1C=NC(=C(C1=O)OC=1C(=C(C#N)C=C(C1)C(F)F)C)C(C(F)F)(F)F)=O)C 3-((1-((4-amino-2-methyl-6-oxo-1,6-dihydropyrimidin-5-yl)methyl)-6-oxo-4-(1,1,2,2-tetrafluoroethyl)-1,6-dihydropyrimidin-5-yl)oxy)-5-(difluoromethyl)-2-methylbenzonitrile